FC1=C(C(=CC2=CC=C(C=C12)OC[C@@H]1CNCCC1)O)N1CC(NS1(=O)=O)=O (S)-5-(1-fluoro-3-hydroxy-7-(piperidin-3-ylmethoxy)naphthalen-2-yl)-1,2,5-thiadiazolidin-3-one 1,1-dioxide